N12C=CCCCC2(NCCC1)C(=O)[O-] 1,8-diazabicyclo[5.4.0]undecene-7-carboxylate